(3-(4-bromobenzyl)-1,2,3-oxadiazol-3-ium-5-yl)((3-(trifluoromethyl)phenyl)carbamoyl)amide BrC1=CC=C(C[N+]2=NOC(=C2)[N-]C(NC2=CC(=CC=C2)C(F)(F)F)=O)C=C1